FC(C1=CC2=C(SC(=C2)C(N[C@H]2CC[C@H](C[C@@H]3N(C2=O)[C@@H](CC3)C(=O)N3CC(C3)C(=O)N3CCOCC3)O)=O)C=C1)(F)P(O)(O)=O (difluoro(2-(((3S,6S,9R,10aR)-9-hydroxy-3-(3-(morpholine-4-carbonyl)azetidine-1-carbonyl)-5-oxodecahydropyrrolo[1,2-a]azocin-6-yl)carbamoyl)benzo[b]thiophen-5-yl)methyl)phosphonic acid